2-chloro-3-(prop-2-yn-1-yloxy)pyridine ClC1=NC=CC=C1OCC#C